(S)-5-hydroxy-N-(6-methyl-5-(7-(methylamino)-1,6-naphthyridin-3-yl)pyridin-3-yl)-5,6,7,8-tetrahydronaphthyridine-1-carboxamide O[C@@H]1C=2C=CCN(C2NCC1)C(=O)NC=1C=NC(=C(C1)C=1C=NC2=CC(=NC=C2C1)NC)C